4-((3-chloro-2-nitrophenyl)amino)piperidine-1-carboxylic acid tert-butyl ester C(C)(C)(C)OC(=O)N1CCC(CC1)NC1=C(C(=CC=C1)Cl)[N+](=O)[O-]